C(CCCCCCCCCC\C=C\CCCC)C1=C(C(=C(C=C1)C(C)=O)O)O (E)-1-(4-(heptadec-12-enyl)-2,3-dihydroxyphenyl)ethane-1-one